N1-(2-chloropyrimidin-4-yl)-4-methoxybenzene-1,2-diamine ClC1=NC=CC(=N1)NC=1C(=CC(=CC1)OC)N